NC(C(=O)OC1C(OC2=C(C1)C=CC=C2)(C)C)(C)C 2,2-dimethyl-3,4-dihydro-2H-1-benzopyran-3-yl 2-amino-2-methylpropanoate